(3R,4R)-4-((Propan-2-yl-1,1,1,3,3,3-d6)amino)pyrrolidin-3-ol C(C(C([2H])([2H])[2H])N[C@H]1[C@@H](CNC1)O)([2H])([2H])[2H]